CC1=CN=C(S1)CC1CN(CCC1)CC1=CN=C(S1)NC(C)=O N-(5-((3-((5-methylthiazol-2-yl)methyl)piperidin-1-yl)methyl)thiazol-2-yl)acetamide